C1(CC1)NS(=O)(=O)C1=CC=C(C=C1)B(O)O 4-(N-CYCLOPROPYLSULFAMOYL)PHENYLBORONIC ACID